Methyl 5-(imino (methoxy) methyl)-2,4-dimethylbenzoate hydrochloride Cl.N=C(C=1C(=CC(=C(C(=O)OC)C1)C)C)OC